4-[8-[4-[2-(dimethylamino)ethoxy]phenyl]-2-methylsulfonyl-7-oxo-pyrido[2,3-d]pyrimidin-6-yl]-8-methyl-2,3-dihydroquinoxaline-1-carboxylic acid benzyl ester C(C1=CC=CC=C1)OC(=O)N1CCN(C2=CC=CC(=C12)C)C1=CC2=C(N=C(N=C2)S(=O)(=O)C)N(C1=O)C1=CC=C(C=C1)OCCN(C)C